N1N=CC(=C1)CN(C(OC(C)(C)C)=O)C1CC1 tert-butyl ((1H-pyrazol-4-yl)methyl)(cyclopropyl)carbamate